4-(tert-butoxycarbonyl)-3-(cyanomethyl)piperazine C(C)(C)(C)OC(=O)N1C(CNCC1)CC#N